9-(4-(5-(ethoxycarbonyl)pyrimidin-2-yl)piperazin-1-yl)nonanoic acid C(C)OC(=O)C=1C=NC(=NC1)N1CCN(CC1)CCCCCCCCC(=O)O